ClC=1C(=C2C=NNC2=C(C1F)[C@H](C(F)(F)F)C)C=1N=CC=2N(C1)C=C(N2)NC(=O)[C@H]2[C@H](C2)F (1S,2S)-N-(6-(5-chloro-6-fluoro-7-((R)-1,1,1-trifluoropropan-2-yl)-1H-indazol-4-yl)imidazo[1,2-a]pyrazin-2-yl)-2-fluorocyclopropane-1-carboxamide